2-(4-trifluoromethylphenoxy)-6,7-dihydropyrrolo[1,2-a]thiazolo[5,4-d]pyrimidine-9(5H)-one FC(C1=CC=C(OC=2SC=3N=C4N(C(C3N2)=O)CCC4)C=C1)(F)F